O[C@H](C(=O)[O-])C.C(C)[NH+]1CCN(CC1)C1=C(C=C(C=C1)C(=O)N1CCC(CC1)C1=CC=C(C=C1)OC=1C=NC(=CC1)C(F)(F)F)NS(=O)(=O)CC1=CC=CC=C1 1-ethyl-4-(2-((phenylmethyl)sulfonamido)-4-(4-(4-((6-(trifluoromethyl)pyridin-3-yl)oxy)phenyl)piperidine-1-carbonyl)phenyl)piperazin-1-ium (S)-2-hydroxypropanoate